1-Chloro-2-(4-ethoxybenzyl)-4-iodobenzene ClC1=C(C=C(C=C1)I)CC1=CC=C(C=C1)OCC